N1(CCC1)C1(CN(CCC1)C(=O)OC(C)(C)C)CCC1=CC(=CC=C1)C(F)(F)F tert-Butyl 3-(azetidin-1-yl)-3-(3-(trifluoromethyl)phenethyl)piperidine-1-carboxylate